diethoxyethyl-aluminum C(C)OC(C[Al])OCC